1-(4-nitrophenyl)-5-(p-fluorophenyl)-3-(trifluoromethyl)-1H-pyrazole-4-carbonitrile [N+](=O)([O-])C1=CC=C(C=C1)N1N=C(C(=C1C1=CC=C(C=C1)F)C#N)C(F)(F)F